C(N)(=O)C1N(CSC1)C(=O)[O-] 4-carbamoyl-thiazolidine-3-carboxylate